BrC=1C(=NC2=CC(=CC=C2C1)O)NCC1=CC=C(C=C1)OC 3-bromo-2-((4-methoxybenzyl)amino)quinolin-7-ol